C(CCCCCCCCC)[Si](OCC)(OCC)OCC decyltriethoxysilane